FC=1C=C(OC2=CC(=NC=C2)N)C=CC1F 4-(3,4-Difluorophenoxy)pyridin-2-amine